1-bromo-4-isopropoxy-2-methoxybenzene BrC1=C(C=C(C=C1)OC(C)C)OC